4-(((3S,4R)-4-(4-fluorophenyl)piperidin-3-yl)methoxy)-2-hydroxybenzoic acid hydrochloride Cl.FC1=CC=C(C=C1)[C@H]1[C@@H](CNCC1)COC1=CC(=C(C(=O)O)C=C1)O